N-(2-Bromo-4-methylphenyl)-2,2-dimethylthiopropionamide BrC1=C(C=CC(=C1)C)NC(C(C)(C)C)=S